The molecule is a dimethylbenzoate in which the two methyl groups are located at positions 3 and 4. It derives from a benzoate. It is a conjugate base of a 3,4-dimethylbenzoic acid. CC1=C(C=C(C=C1)C(=O)[O-])C